2-isopropyl-5-[2-(5-phenylthiophen-2-yl)vinyl]-benzene-1,3-diol C(C)(C)C1=C(C=C(C=C1O)C=CC=1SC(=CC1)C1=CC=CC=C1)O